1-((1-acryloyl-3-fluoroazetidin-3-yl)methyl)-7-chloro-6-(2-chlorophenyl)-4-(2-isopropyl-4-methylpyridin-3-yl)-1,4-dihydropyrido[2,3-b]pyrazine-2,3-dione C(C=C)(=O)N1CC(C1)(F)CN1C2=C(N(C(C1=O)=O)C=1C(=NC=CC1C)C(C)C)N=C(C(=C2)Cl)C2=C(C=CC=C2)Cl